N1(CCNCCNCCNCC1)C(C(CCO)O)O (1,4,7,10-tetraazacyclododecane-1-yl)butane-1,2,4-triol